N-{(S)-3-methyl-1-carbonyl-1-{{(S)-1-carbonyl-1-{{(S)-1-carbonyl-3-[(S)-2-carbonylpyrrolidin-3-yl]propan-2-yl}amino}-3-phenylpropan-2-yl}amino}butan-2-yl}quinoline-2-carboxamide CC([C@@H](C(N[C@H](C(N[C@H](C=C=O)C[C@H]1C(NCC1)=C=O)=C=O)CC1=CC=CC=C1)=C=O)NC(=O)C1=NC2=CC=CC=C2C=C1)C